3-(2-(3-(2-hydroxyethoxy)phenyl)-3-((2-morpholinoethyl)amino)imidazo[1,2-a]pyridin-6-yl)benzamide OCCOC=1C=C(C=CC1)C=1N=C2N(C=C(C=C2)C=2C=C(C(=O)N)C=CC2)C1NCCN1CCOCC1